CN1C(NC(C(=C1C1=C(C=C(C=C1)OC1=NC=CC=C1C(F)(F)F)C)C)=O)=O (-)-1,5-dimethyl-6-(2-methyl-4-{[3-(trifluoromethyl)pyridin-2-yl]oxy}phenyl)pyrimidine-2,4(1H,3H)-dione